ClC1=NC=C(C(=C1)C1=C(C=NC(=C1)C)C(=O)NC=1SC(=NN1)O[C@H]1C[C@H](CC1)O)OC 2'-chloro-N-(5-(((1R,3S)-3-hydroxycyclopentyl)oxy)-1,3,4-thiadiazol-2-yl)-5'-methoxy-6-methyl-(4,4'-bipyridine)-3-carboxamide